FC1(C=2N(C[C@@H](CC1)CO)N=C1C2CN([C@@H](C1)C)C(=O)NC1=CC(=C(C=C1)F)C(F)(F)F)F |o1:5| (3R,8R*)-11,11-Difluoro-N-(4-fluoro-3-(trifluoromethyl)phenyl)-8-(hydroxymethyl)-3-methyl-3,4,8,9,10,11-hexahydro-1H-pyrido[4',3':3,4]pyrazolo[1,5-a]azepine-2(7H)-carboxamide